S(=O)(=O)(O)O.IN(C(=N)N)CC1=CC=CC=C1.IN(C(=N)N)CC1=CC=CC=C1 Iodobenzylguanidine hemisulfate